2-n-propyl-2-n-butyl-1,3-propanediol C(CC)C(CO)(CO)CCCC